(E)-9-ethyl-6,6-dimethyl-8-(3-morpholinoprop-1-en-1-yl)-11-oxo-6,11-dihydro-5H-benzo[b]carbazole-3-carbonitrile C(C)C1=CC2=C(C(C=3NC4=CC(=CC=C4C3C2=O)C#N)(C)C)C=C1\C=C\CN1CCOCC1